(2R,3S,4S,5R)-3-(3,4-difluoro-2-(2-hydroxyethyl)phenyl)-N-(1-(difluoromethyl)-3-methyl-1H-pyrazol-4-yl)-4,5-dimethyl-5-(trifluoromethyl)tetrahydrofuran-2-carboxamide FC=1C(=C(C=CC1F)[C@H]1[C@@H](O[C@]([C@H]1C)(C(F)(F)F)C)C(=O)NC=1C(=NN(C1)C(F)F)C)CCO